4-(4-aminobutyl)-1-(4-((3-(4-(difluoromethoxy)phenyl)imidazo[1,2-a]pyrazin-8-yl)amino)phenyl)pyrrolidin-2-one NCCCCC1CC(N(C1)C1=CC=C(C=C1)NC=1C=2N(C=CN1)C(=CN2)C2=CC=C(C=C2)OC(F)F)=O